bismuth cobalt iron [Fe].[Co].[Bi]